FC1([C@H](C1)C1=NC(=NC=C1)C(=O)N[C@H](C)\C=C\S(=O)(=O)C)F ((R)-2,2-difluorocyclopropyl)-N-((R,E)-4-(methylsulfonyl)but-3-en-2-yl)pyrimidine-2-carboxamide